methyl 5-aminopyridine-2-carboxylate NC=1C=CC(=NC1)C(=O)OC